FC(OC1=CC(=C(OC=2N=NC(=CC2C(=O)NC2=CC(=CC=C2)S(=O)(=NC)C)C(F)(F)F)C=C1)C)F 3-(4-(difluoromethoxy)-2-methylphenoxy)-N-(3-(N,S-dimethylsulfonimidoyl)phenyl)-6-(trifluoromethyl)pyridazine-4-carboxamide